2'-chloro-N-(5-(5-(difluoromethyl)-4-methoxy-pyrimidine-2-carbonyl)-5,6-dihydro-4H-pyrrolo[3,4-d]thiazol-2-yl)-5'-methoxy-6-methyl-[4,4'-bipyridine]-3-carboxamide ClC1=NC=C(C(=C1)C1=C(C=NC(=C1)C)C(=O)NC=1SC2=C(N1)CN(C2)C(=O)C2=NC=C(C(=N2)OC)C(F)F)OC